benzyl (S)-4-(7-(8-chloronaphthalen-1-yl)-2-(((S)-1-methylpyrrolidin-2-yl)methoxy)-6,8-dioxo-5,6,7,8-tetrahydropyrimido[5,4-d]pyrimidin-4-yl)-2-(cyanomethyl)piperazine-1-carboxylate ClC=1C=CC=C2C=CC=C(C12)N1C(NC2=C(N=C(N=C2N2C[C@@H](N(CC2)C(=O)OCC2=CC=CC=C2)CC#N)OC[C@H]2N(CCC2)C)C1=O)=O